tert-Butyl (2-(ethyl(methyl)carbamoyl)-3-methoxypyridin-4-yl)carbamate C(C)N(C(=O)C1=NC=CC(=C1OC)NC(OC(C)(C)C)=O)C